O=C1NC(CCC1N1C(C2=CC=C(C=C2C1)CC(C(C(=O)N)(F)F)CC(N1CCC(CC1)N1N=CC(=C1)C1=NC2=CC=CC=C2N=C1)=O)=O)=O ((2-(2,6-Dioxopiperidin-3-yl)-1-oxoisoindolin-5-yl)methyl)-2,2-difluoro-5-oxo-5-(4-(4-(quinoxalin-2-yl)-1H-pyrazol-1-yl)piperidin-1-yl)pentanamide